6-(4-fluorophenyl)-8-methoxycinnolin-4-ol hydrochloride Nitrogen [N].Cl.FC1=CC=C(C=C1)C=1C=C2C(=CN=NC2=C(C1)OC)O